3-fluoro-N-[4-(4-fluoro-1,3-benzoxazol-2-yl)phenyl]bicyclo[1.1.1]pentane-1-carboxamide FC12CC(C1)(C2)C(=O)NC2=CC=C(C=C2)C=2OC1=C(N2)C(=CC=C1)F